O1COC=2C1=CNC2 [1,3]dioxolo[4,5-c]pyrrole